O-toluenesulfonyl-benzoin C(C1=CC=CC=C1)S(=O)(=O)OC(C(C1=CC=CC=C1)=O)C1=CC=CC=C1